ClC=1C(=NC=C(C1)NC(=O)NC=1C=NC=2N(C1C1CCCC1)N=CC2)C2=NOC(=N2)CCCCCC(=O)OCC Ethyl 6-{3-[3-chloro-5-({[(7-cyclopentylpyrazolo[1,5-a]pyrimidin-6-yl)amino]carbonyl}amino)pyridin-2-yl]-1,2,4-oxadiazol-5-yl}hexanoate